C1=CC=C2C(=C1)C=C(N2)C3=C(C=C(C=C3)C(=N)N)C(=N)N 4',6'-diamidino-2-phenylindole